4-(4-hydrazino-7-(pyridin-3-yl)-6,7-dihydro-5H-pyrrolo[2,3-d]pyrimidin-2-yl)morpholine N(N)C=1C2=C(N=C(N1)N1CCOCC1)N(CC2)C=2C=NC=CC2